[Mn].[Cu].[Ag] silver-copper-manganese